benzenebutyrate C1(=CC=CC=C1)CCCC(=O)[O-]